BrC1=C(C=C(OC2CCC(CC2)CCCO)C=C1)C 3-((1r,4s)-4-(4-bromo-3-methylphenoxy)cyclohexyl)propan-1-ol